ClC1=C(C=CC(=C1)C(F)(F)F)NC(CN1C2=C(C(C(=C1CC)N1CCN(CC1)C(=O)C1=NC=NC(=C1O)C)=O)N=C(S2)N2CCCC2)=O N-(2-chloro-4-(trifluoromethyl)phenyl)-2-(5-ethyl-6-(4-(5-hydroxy-6-methylpyrimidine-4-carbonyl)piperazin-1-yl)-7-oxo-2-(pyrrolidin-1-yl)thiazolo[5,4-b]pyridin-4(7H)-yl)acetamide